C(C)OC(=O)C=1C(=NN2C1O[C@@H](CC2)C)C=2C(=NC(=CC2)N2[C@@H]1CO[C@H](C2)C1)F (5R)-2-[2-fluoro-6-[(1S,4S)-2-oxa-5-azabicyclo[2.2.1]hept-5-yl]pyridin-3-yl]-5-methyl-6,7-dihydro-5H-pyrazolo[5,1-b][1,3]oxazine-3-carboxylic acid ethyl ester